5,6,7,8-tetrahydronaphthalene-2-yl-trimethyl-ammonium hydroxide [OH-].C1=C(C=CC=2CCCCC12)[N+](C)(C)C